(4aR,8aS)-6-(4-((S or R)-(3-Cyclopropyl-1,2,4-oxadiazol-5-yl)(4-fluorophenyl)methyl)piperidine-1-carbonyl)hexahydro-2H-pyrido[4,3-b][1,4]oxazin-3(4H)-one C1(CC1)C1=NOC(=N1)[C@@H](C1CCN(CC1)C(=O)N1C[C@@H]2[C@@H](OCC(N2)=O)CC1)C1=CC=C(C=C1)F |o1:8|